C1(CCCCC1)[C@@H]1[C@@H](C2=CC=C(C=C2CC1)O)C1=C(C=C(C=C1C)N1CCC(CC1)C(OC)OC)F (1S,2R)-2-cyclohexyl-1-[4-[4-(dimethoxymethyl)-1-piperidyl]-2-fluoro-6-methyl-phenyl]tetralin-6-ol